FC=1C=C(C(=C2C=C(NC12)S(=O)(=O)N1[C@H]2[C@@H](CC1)COCC2)C2=NN(C=N2)C)C (3aR,7aR)-1-((7-fluoro-5-methyl-4-(1-methyl-1H-1,2,4-triazol-3-yl)-1H-indol-2-yl)sulfonyl)octahydropyrano[4,3-b]pyrrole